BrN(C1CCCCC1)CC1=CC=CC=C1 bromobenzyl-cyclohexylamine